CC1(CC1)C1=NNC(=C1)C(F)(F)F 3-(1-Methylcyclopropyl)-5-(trifluoromethyl)-1H-pyrazole